C1(=CC=CC=C1)NC(C1=C(C=CC=C1)C(=O)O)=O N-phenyl-o-carboxybenzamide